(S)-1-(4-(4-(5-(3-cyano-5-fluorophenyl)-4,5-dihydro-1H-pyrazole-1-carbonyl)piperazin-1-yl)-5-fluoropyrimidin-2-yl)-1H-pyrazole-4-carbonitrile C(#N)C=1C=C(C=C(C1)F)[C@@H]1CC=NN1C(=O)N1CCN(CC1)C1=NC(=NC=C1F)N1N=CC(=C1)C#N